CN(C=1SC2=C(N=NC(=C2)C2=C(C=C(C=C2)C=2C=NNC2)O)N1)C1CCNCC1 2-{6-[Methyl(piperidin-4-yl)amino][1,3]thiazolo[4,5-c]pyridazin-3-yl}-5-(1H-pyrazol-4-yl)phenol